Ethyl-4-(2-acetoxyphenyl)-1-(3-(methoxycarbonyl)phenyl)-6-methyl-2-oxo-1,2,3,4-tetrahydropyrimidine C(C)N1C(N(C(=CC1C1=C(C=CC=C1)OC(C)=O)C)C1=CC(=CC=C1)C(=O)OC)=O